ClC1=CC=C(C=C1)C=1N=C2N(C=CC=C2)C1C=1N=NN(C1)CC1=CC=C(C=C1)SC 2-(4-Chlorophenyl)-3-(1-(4-(methylthio)benzyl)-1H-1,2,3-triazol-4-yl)imidazo[1,2-a]pyridin